2-((tetrahydro-2H-pyran-2-yl)oxy)ethanol O1C(CCCC1)OCCO